N-(3-carbamoyloxetan-3-yl)-2-methyl-5-[(4-methyl-1,3-thiazol-5-yl)methoxy]furo[2,3-c]pyridine-3-carboxamide C(N)(=O)C1(COC1)NC(=O)C1=C(OC2=CN=C(C=C21)OCC2=C(N=CS2)C)C